CN1N=C(C2=CC=C(C=C12)C1CNCCC1)N1C(NC(CC1)=O)=O 1-(1-methyl-6-(piperidin-3-yl)-1H-indazol-3-yl)dihydropyrimidine-2,4(1H,3H)-dione